C(C1=CC=CC=C1)C=1C(=NC=C(N1)C1=C(C(=CC=C1)O[Si](C)(C)C(C)(C)C)F)N\C(\C(=O)OC(C)(C)C)=C/C=1OC(=CC1)C(F)(F)F Tert-butyl (Z)-2-((3-benzyl-5-(3-((tert-butyldimethylsilyl)oxy)-2-fluorophenyl)pyrazin-2-yl)amino)-3-(5-(trifluoromethyl)furan-2-yl)acrylate